P(=O)(ON)([O-])[O-].[Ti+4].NOP(=O)([O-])[O-] titanium amino phosphate